6-chloro-N4-(5'-((cyclohexylamino)methyl)-2'-fluoro-4-((3S,5R)-3,4,5-trimethylpiperazin-1-yl)-[1,1'-biphenyl]-3-yl)pyrimidine-4,5-diamine ClC1=C(C(=NC=N1)NC=1C=C(C=CC1N1C[C@@H](N([C@@H](C1)C)C)C)C1=C(C=CC(=C1)CNC1CCCCC1)F)N